O[C@@H]1CN(CC1)C(=O)O[C@H]1CC[C@@]2([C@H]3CC[C@@]4([C@H](CC[C@@]4([C@@H]3CC[C@@]2(C1)O)O)C=1C=CC(OC1)=O)C)C (S)-(3S,5S,8R,9S,10R,13R,14S,17R)-5,14-dihydroxy-10,13-dimethyl-17-(2-oxo-2H-pyran-5-yl)hexadecahydro-1H-cyclopenta[a]phenanthren-3-yl 3-hydroxypyrrolidine-1-carboxylate